butyl 5-(hydroxy(3-methoxyphenyl)methyl)thiazol-2-ylcarbamate OC(C1=CN=C(S1)NC(OCCCC)=O)C1=CC(=CC=C1)OC